4-((4-methoxybenzyl)oxy)-6-morpholinopyrazolo[1,5-a]pyridine-3-carbonitrile COC1=CC=C(COC=2C=3N(C=C(C2)N2CCOCC2)N=CC3C#N)C=C1